4-fluoro-4-[2-[1-(2-fluoro-4-nitro-phenyl)-4-piperidyl]ethyl]piperidine-1-carboxylate FC1(CCN(CC1)C(=O)[O-])CCC1CCN(CC1)C1=C(C=C(C=C1)[N+](=O)[O-])F